(1,3-Dimethylazetidin-3-yl){4-[6-(trifluoromethyl)pyridin-3-yl]piperidin-1-yl}methanone hydrochloride Cl.CN1CC(C1)(C)C(=O)N1CCC(CC1)C=1C=NC(=CC1)C(F)(F)F